6-(6-(((1R,3s,5S)-8-azabicyclo[3.2.1]octan-3-yl)(methyl)amino)pyridazin-3-yl)-1-methylisoquinolin-7-ol [C@H]12CC(C[C@H](CC1)N2)N(C2=CC=C(N=N2)C=2C=C1C=CN=C(C1=CC2O)C)C